NC1=C(C=C(C=C1)N)OCCOCCOCCOC1=C(C=CC(=C1)N)N 1,10-bis(2,5-diaminophenyl)-1,4,7,10-tetraoxadecane